4-(4-chloro-5-cyclopropyl-1,2-oxazol-3-yl)-N-{2-chloro-6-[4-(propan-2-yl)piperazin-1-yl]phenyl}-4-methylpiperidine-1-carboxamide ClC=1C(=NOC1C1CC1)C1(CCN(CC1)C(=O)NC1=C(C=CC=C1N1CCN(CC1)C(C)C)Cl)C